4-cyclopentyl-N-(4-(methylsulfonyl)but-3-en-2-yl)-2-phenoxybenzamide C1(CCCC1)C1=CC(=C(C(=O)NC(C)C=CS(=O)(=O)C)C=C1)OC1=CC=CC=C1